BrC1=CC(=C(C=C1)C=C1CNC1)C(F)(F)F 3-[[4-bromo-2-(trifluoromethyl)phenyl]methylene]azetidine